CC1=NC(=CC(=C1)C=1C(=NN2C1N=C(C=C2)N2CCC1(CC(NC1)=O)CC2)C2=C(C#N)C=CC=C2)C [3-(2,6-Dimethyl-4-pyridyl)-5-(3-oxo-2,8-diazaspiro[4.5]decan-8-yl)pyrazolo[1,5-a]pyrimidin-2-yl]benzonitrile